1-(5-((4-(6-(1H-imidazol-2-yl)-2-methylpyridin-3-yl)piperazin-1-yl)methyl)-2-oxo-1,2-dihydropyridin-3-yl)-3-ethylurea N1C(=NC=C1)C1=CC=C(C(=N1)C)N1CCN(CC1)CC=1C=C(C(NC1)=O)NC(=O)NCC